acrylate (isooctyl acrylate) C(CCCCC(C)C)C(C(=O)O)=C.C(C=C)(=O)O